FC=1C=C2C(C(NC2=CC1F)=O)=C(C#N)C#N 5,6-difluoro-3-(dicyanomethylene)indolone